FC=1C(=C(C=CC1F)[C@@H]1[C@H](O[C@@]([C@@H]1C)(C(F)(F)F)C)C(=O)NC1=CC(=NC=C1)N(S(=O)C)C)OC |o1:8,9,11,12| rel-(2S,3r,4r,5S)-3-(3,4-difluoro-2-methoxyphenyl)-N-(2-(N,S-dimethylsulfinamido)pyridin-4-yl)-4,5-dimethyl-5-(trifluoromethyl)tetrahydrofuran-2-carboxamide